N(C1=CC=CC=C1)C[Si](OC)(OC)C (anilinomethyl)methyldimethoxysilane